Cl.NC([C@H](CC(=O)OC(C)(C)C)C)C tert-butyl (3S)-4-amino-3-methylpentanoate hydrochloride